F[C@H]1CNCC[C@H]1NC=1C=2N(C=CC1)C(=C(N2)C#CCNC2=C(C=C(C=C2)S(=O)(=O)C)OC)C=C N-((3S,4R)-3-fluoropiperidin-4-yl)-2-(3-((2-methoxy-4-(methylsulfonyl)phenyl)amino)prop-1-yn-1-yl)-3-vinylimidazo[1,2-a]pyridin-8-amine